NC1=NC=C(C#N)C(=C1)N[C@@H](COC)C (R)-6-amino-4-((1-methoxypropane-2-yl)amino)nicotinonitrile